CN1CCC(CC1)C(=O)NC=1C=C2C(=NC1)NC=C2C=2C=C1C(=NC=NC1=CC2)OC2CCN(CC2)C 1-methyl-N-(3-(4-((1-methylpiperidin-4-yl)oxy)quinazolin-6-yl)-1H-pyrrolo[2,3-b]pyridin-5-yl)piperidine-4-carboxamide